FC(C1=NN=C(O1)C=1C=CC(=NC1)CN1N=NC(=C1)C1=CC2=C(N=C(S2)N)C=C1)F 6-(1-((5-(5-(difluoromethyl)-1,3,4-oxadiazol-2-yl)pyridin-2-yl)methyl)-1H-1,2,3-triazol-4-yl)benzo[d]thiazol-2-amine